2-amino-5-{2-[(1S)-1-cyclopropylethyl]-7-methanesulfonamido-1-oxo-2,3-dihydro-1H-isoindol-5-yl}-N-[6-(2-hydroxy-prop-2-yl)pyridin-3-yl]pyrazolo[1,5-a]pyrimidine-3-carboxamide NC1=NN2C(N=C(C=C2)C=2C=C3CN(C(C3=C(C2)NS(=O)(=O)C)=O)[C@@H](C)C2CC2)=C1C(=O)NC=1C=NC(=CC1)C(C)(C)O